ClC1=CC=2C=CC3=C(SC4=C(N=CC=C43)C4=CC(=CC(=C4)C)C)C2C=C1 3-chloro-10-(3,5-dimethylphenyl)naphtho[2',1':4,5]Thieno[2,3-c]Pyridine